C1(=CC=CC2=CC=CC=C12)C1=C(C=CC=C1)P(C1=CC=CC=C1)C1=CC=CC=C1 (2-(naphthalen-1-yl)phenyl)diphenylphosphine